NC=1N=CSC1C(C1=CC=C(C=C1)OC)=O 4-amino-5-(4-methoxybenzoyl)thiazol